3-O-ethyl 5-O-methyl 2-(2-aminoethoxymethyl)-4-(2-chlorophenyl)-6-methyl-1,4-dihydropyridine-3,5-dicarboxylate NCCOCC=1NC(=C(C(C1C(=O)OCC)C1=C(C=CC=C1)Cl)C(=O)OC)C